BrCC1CCC(CC1)CCC 1-(bromomethyl)-4-propylcyclohexane